F[C@]1(CN(CC1)C1=NC=CC(=N1)NC=1N=CC2=C(C=CC(=C2C1)C(C)C)N1CC(C1)CS(=O)(=O)C)[C@@H](C)O (1R)-1-[(3R)-3-fluoro-1-[4-({8-[3-(methanesulfonylmeth-yl)azetidin-1-yl]-5-(propan-2-yl)isoquinolin-3-yl}amino)pyrimidin-2-yl]pyrrolidin-3-yl]ethan-1-ol